NCC1(CC1)COC=1C=CC=2N(C1C1=CC(=NN1)NC=1N=CC(=NC1)C#N)N=CC2 5-{[5-(6-{[1-(aminomethyl)cyclopropyl]methoxy}pyrazolo[1,5-a]pyridin-7-yl)-1H-pyrazol-3-yl]amino}pyrazine-2-carbonitrile